3-((4-chlorophenyl)imino)-1-methylindole-2-one ClC1=CC=C(C=C1)N=C1C(N(C2=CC=CC=C12)C)=O